methylethylpentyl-amine CN(CCCCC)CC